(1-(6-(1-acetyl-3-fluoroazetidin-3-yl)pyridin-2-yl)-3-methyl-1H-pyrazolo[4,3-c]pyridin-6-yl)acetamide C(C)(=O)N1CC(C1)(F)C1=CC=CC(=N1)N1N=C(C=2C=NC(=CC21)CC(=O)N)C